Cl.ClC1=C(C=CC(=C1)C(F)(F)F)[C@H](C)NC [(1S)-1-[2-chloro-4-(trifluoromethyl)phenyl]ethyl](methyl)amine hydrochloride